1-phenylimidazolepropanesulfonic acid C1(=CC=CC=C1)N1C(=NC=C1)CCCS(=O)(=O)O